NC1=NC2=CC=C(C=C2C=N1)C=1C(=C(C=CC1F)NS(=O)(=O)C1CC(CCC1)C(=O)N)F 3-{[3-(2-aminoquinazolin-6-yl)-2,4-difluorophenyl]sulfamoyl}cyclohexane-1-carboxamide